N-(2-(4,4-dimethylpiperidin-1-yl)-5-methylphenyl)-5-(tetrahydro-2H-pyran-4-yl)furan-2-carboxamide CC1(CCN(CC1)C1=C(C=C(C=C1)C)NC(=O)C=1OC(=CC1)C1CCOCC1)C